OC1(COC1)C1=CC=C(C(=O)N2CCC(CC2)OC2=CC=C(C=C2)C(=O)N2CCOCC2)C=C1 (4-((1-(4-(3-hydroxyoxetan-3-yl)benzoyl)piperidin-4-yl)oxy)phenyl)(morpholino)methanone